O=C1N(C=CC=C1)CC1=CC=C(C(=O)O)C=C1 4-((2-Oxopyridin-1(2H)-yl)methyl)benzoic acid